FC=1C=C(NC2=NC=C(C(=N2)N[C@H](CO)C2=CC=CC=C2)C(=O)NS(=O)(=O)C)C=CC1S(=O)(=O)C 2-(3-fluoro-4-methylsulfonyl-anilino)-4-[[(1S)-2-hydroxy-1-phenyl-ethyl]amino]-N-methylsulfonyl-pyrimidine-5-carboxamide